[Na+].NS(=O)(=O)C=1C=C(C(=S)[O-])C=C(C1OC1=CC=CC=C1)N1CCCC1 3-Aminosulfonyl-4-phenoxy-5-(1-pyrrolidinyl)-thiobenzoic Acid, Sodium Salt